C(C)(C)(C)OC(C[C@H](NC(=O)OC(C)(C)C)C(=O)O)=O N-(tert-butoxycarbonyl)-L-aspartic acid-4-tert-butyl ester